6-bromobenzo[b]thiophen-7-ol BrC=1C=CC2=C(SC=C2)C1O